2-(trimethoxysilylpropylamino)ethyl-silane CO[Si](OC)(OC)CCCNCC[SiH3]